4-((4-((1-hydroxybutan-2-yl)amino)cyclohexyl)oxy)-2-methylthiazole-5-carboxylic acid OCC(CC)NC1CCC(CC1)OC=1N=C(SC1C(=O)O)C